Cl.COC(=O)C1=CSC2=C1C=CC=C2 1-benzothiophene-3-carboxylic acid methyl ester hydrochloride